(3-(4-amino-1H-pyrazol-1-yl)benzyl)(5-chloro-3-Isopropylpyrazolo[1,5-a]pyrimidin-7-yl)carbamic acid tert-butyl ester C(C)(C)(C)OC(N(C1=CC(=NC=2N1N=CC2C(C)C)Cl)CC2=CC(=CC=C2)N2N=CC(=C2)N)=O